FC=1C=C(C=CC1OC1=CC=NC2=CC(=C(N=C12)OC)OCCOC)NC(=O)C=1C(=NC(=C(C1O)C1=CC=C(C=C1)F)C)COC N-[3-Fluoro-4-[[6-methoxy-7-(2-methoxyethoxy)-1,5-naphthyridin-4-yl]oxy]phenyl]-5-(4-fluorophenyl)-4-hydroxy-2-(methoxymethyl)-6-methylpyridine-3-carboxamide